N-((6-ethyl-1-methyl-1H-benzimidazol-7-yl)methyl)-5-fluoro-6-methoxynicotinamide C(C)C=1C=CC2=C(N(C=N2)C)C1CNC(C1=CN=C(C(=C1)F)OC)=O